N-(6-amino-5-(4,4,5,5-tetramethyl-1,3,2-dioxaborolan-2-yl)pyridin-2-yl)pivalamide NC1=C(C=CC(=N1)NC(C(C)(C)C)=O)B1OC(C(O1)(C)C)(C)C